OCC(C)S(=O)(=O)C1=CC(=C(C(=O)N)C=C1)N1CCC2(CC2)CC1 4-((1-hydroxypropan-2-yl)sulfonyl)-2-(6-azaspiro[2.5]octan-6-yl)benzamide